C(C)OC(=O)C1(CN(C1)C(=O)OC(C)(C)C)CC 3-Ethyl-azetidine-1,3-dicarboxylic acid 1-tert-butyl ester 3-ethyl ester